C1(=CC=CC=C1)C\C(\C(=O)O)=N/OC1OCCCC1 (E)-3-phenyl-2-(((tetrahydro-2H-pyran-2-yl)oxy)imino)propanoic acid